ClC1=C2C(=NC=C1OC=1C=NN3C1C=NC=C3)N=C(N2C)NC2=CC(=C(C=C2)CN2CCN(CCC2)CC)C(F)(F)F 7-chloro-N-(4-((4-ethyl-1,4-diazepan-1-yl)methyl)-3-(trifluoromethyl)phenyl)-1-methyl-6-(pyrazolo[1,5-a]pyrazin-3-yloxy)-1H-imidazo[4,5-b]pyridin-2-amine